6-(2-Methyl-2H-indazol-5-yl)-N-(piperidin-4-yl)-1,3-benzothiazol-2-amin-Hydrochloride Cl.CN1N=C2C=CC(=CC2=C1)C1=CC2=C(N=C(S2)NC2CCNCC2)C=C1